N=1N=CC2=NC=NC(C21)=O pyrazolo[4,3-d]pyrimidin-7-one